FC1=CC=C(C=C1)C(=O)C1(CCCC1)O (4-fluorophenyl)(1-hydroxy-cyclopentyl)methanone